((5-((2-fluorobenzyl)thio)-4-phenyl-4H-1,2,4-triazol-3-yl)methyl)-9H-carbazole FC1=C(CSC=2N(C(=NN2)CC2=CC=CC=3C4=CC=CC=C4NC23)C2=CC=CC=C2)C=CC=C1